N(=[N+]=[N-])\C(\C(=O)OC)=C/C1=C(C=CC=C1)N(C)C(=O)OC(C)(C)C methyl (2Z)-2-azido-3-{2-[(tert-butoxycarbonyl)(methyl)amino]phenyl}prop-2-enoate